1,3-dihydro-5-chloro-1-phenyl-2H-benzimidazol-2-one ClC1=CC2=C(N(C(N2)=O)C2=CC=CC=C2)C=C1